2'-chloro-4-((3,5-difluoropyridin-2-yl)methoxy-d2)-5',6-dimethyl-2H-[1,4'-bipyridin]-2-one ClC1=NC=C(C(=C1)N1C(C=C(C=C1C)OC([2H])([2H])C1=NC=C(C=C1F)F)=O)C